4,4-difluoro-1-methylcyclohexane-1-ol FC1(CCC(CC1)(O)C)F